C(C)(C)(C)[S@@](=O)N[C@@H]1C2=CC=CC=C2CC12CCN(CC2)C=2N=CC(=NC2C)S.[Na] Sodium 5-((S)-1-(((R)-tert-butylsulfinyl)amino)-1,3-dihydrospiro[indene-2,4'-piperidin]-1'-yl)-6-methylpyrazine-2-thiol